N1(CCC1)CC1(CC1)COC=1N=C(C2=C(N1)N=C(C(=C2)F)C2=C(C=CC=C2F)O)N2[C@@H](CNCC2)C 2-(2-((1-(azetidin-1-ylmethyl)cyclopropyl)methoxy)-6-fluoro-4-((R)-2-methylpiperazin-1-yl)pyrido[2,3-d]pyrimidin-7-yl)-3-fluorophenol